Methylphenyl(diethoxy)silane C[Si](OCC)(OCC)C1=CC=CC=C1